ClC1=C(C(=O)NC2=C3C=NN(C3=CC=C2)C2=C(C=C(C=C2)OC(F)(F)F)C)C=C(C=C1)CNC(CC(C)(C)C)=O 2-Chloro-5-{[(3,3-dimethylbutanoyl)amino]methyl}-N-{1-[2-methyl-4-(trifluoromethoxy)phenyl]-1H-indazol-4-yl}benzamide